1-(4-fluoro-3-(5-fluoropyrimidin-2-yl)benzyl)-N-methoxy-N-methylcyclopentane-1-carboxamide FC1=C(C=C(CC2(CCCC2)C(=O)N(C)OC)C=C1)C1=NC=C(C=N1)F